C(C)N1CCC(CC1)C=1C=CC(=NC1)C1=NNC(=C1CC(F)(F)F)C=1C=C(C=2N(C1)N=CN2)OC 6-(3-(5-(1-ethylpiperidin-4-yl)pyridin-2-yl)-4-(2,2,2-trifluoroethyl)-1H-pyrazol-5-yl)-8-methoxy-[1,2,4]triazolo[1,5-a]pyridine